OC=1C=C2CC[C@@H]([C@@H](C2=CC1)C1=CC=C(C=C1)N1CCC(CC1)CN1CCN(CC1)C=1C=C2CN(C(C2=CC1)=O)C1C(NC(CC1)=O)=O)CC(C)C 3-(5-(4-((1-(4-((1R,2R)-6-hydroxy-2-isobutyl-1,2,3,4-tetrahydronaphthalen-1-yl)phenyl)piperidin-4-yl)methyl)piperazin-1-yl)-1-oxoisoindolin-2-yl)piperidine-2,6-dione